[Zn].O.O.[Zn] zinc dihydrate zinc